C(C=C\C=C/C=C\C=C\C=C/C=C\CCCCCCCCC)(=O)OCC(OC(CCCCCCCCCCCCCCC)=O)COP(=O)(O)OC[C@H](N)C(=O)O 1-(4Z,7Z,10Z,13Z,16Z,19Z-docosahexaenoyl)-2-hexadecanoyl-glycero-3-phosphoserine